C(N)(=O)C1=CC2=C(N(C(=N2)C)CC2=CC=C(C=C2)B(O)O)C=C1 (4-((5-carbamoyl-2-methyl-1H-benzo[d]imidazol-1-yl)methyl)-phenyl)boronic acid